bis(2-cyanoethyl) 16-(3-(2-((tert-butoxycarbonyl)amino)ethoxy)propanoyl)-13,19-dimethyl-14,18-dioxo-4,7,10,22,25,28-hexaoxa-13,16,19-triazahentriacontanedioate C(C)(C)(C)OC(=O)NCCOCCC(=O)N(CC(N(CCOCCOCCOCCC(=O)OCCC#N)C)=O)CC(N(CCOCCOCCOCCC(=O)OCCC#N)C)=O